phenyl (R)-2-amino-3-(7-methylthieno[3,2-b]pyridine-2-carboxamido)propanoate N[C@@H](C(=O)OC1=CC=CC=C1)CNC(=O)C1=CC2=NC=CC(=C2S1)C